2,2-difluoro-2-m-tolylacetic acid FC(C(=O)O)(C=1C=C(C=CC1)C)F